CN1N=C(C=C1C)NC1=NC=C(C(=N1)C1=CNC2=C(C=CC=C12)N1C(C2=CC=CC(=C2C1)C1=CSC=C1)=O)C 2-(3-(2-((1,5-dimethyl-1H-pyrazol-3-yl)amino)-5-methylpyrimidin-4-yl)-1H-indol-7-yl)-4-(thiophen-3-yl)isoindolin-1-one